BrC1=C(C=C(C2=C1OC(O2)=S)C(=O)OC)F methyl 7-bromo-6-fluoro-2-thioxobenzo[d][1,3]dioxole-4-carboxylate